CN(C1=C(C=CC=C1)C1CCN(CC1)C1=NC(=NC2=CC=C(C=C12)N(CCN1CCOCC1)C)C1(CCCC1)C)C [4-[4-(2-dimethylamino-phenyl)-piperidin-1-yl]-2-(1-methyl-cyclopentyl)-quinazolin-6-yl]-methyl-(2-morpholin-4-yl-ethyl)-amine